methyl (1R,3s,5S)-3-(methylamino)-9-azabicyclo[3.3.1]nonane-9-carboxylate CNC1C[C@H]2CCC[C@@H](C1)N2C(=O)OC